OC1=C(C=CC=C1)CC(CC)=O (2-hydroxy-phenyl)-2-butanone